ONC(=N)N/N=C(\C)/C1=CC=C(C=C1)N1C=CC2=CC=CC(=C12)[N+](=O)[O-] N-{4-[(1E)-N-(N-hydroxycarbamimidoyl)ethanehydrazonoyl]phenyl}-7-nitro-1H-indole